tert-butyl (1R,5S)-3-[4-fluoro-5-([8-fluoro-2-methylimidazo[1,2-a]pyridin-6-yl]carbamoyl)thiophen-2-yl]-3,8-diazabicyclo[3.2.1]octane-8-carboxylate FC=1C=C(SC1C(NC=1C=C(C=2N(C1)C=C(N2)C)F)=O)N2C[C@H]1CC[C@@H](C2)N1C(=O)OC(C)(C)C